C(C)(=O)N1[C@H]([C@H]([C@H](C2=CC(=CC=C12)C(=O)OCC)NC(=O)OCC1=CC=CC=C1)C)C1CC1 (2S,3S,4R)-ethyl 1-acetyl-4-(((benzyloxy)carbonyl)amino)-2-cyclopropyl-3-methyl-1,2,3,4-tetrahydroquinoline-6-carboxylate